5-(4-(((S)-3-(dimethylamino)pyrrolidin-1-yl)methyl)pyridin-2-yl)-1-oxoisoindolin CN([C@@H]1CN(CC1)CC1=CC(=NC=C1)C=1C=C2CNC(C2=CC1)=O)C